N-(6-(4-((4-ethyl-4,9-dihydroxy-3,14-dioxo-3,4,12,14-tetrahydro-1H-pyrano[3',4':6,7]indolizino[1,2-b]quinolin-10-yl)methyl)piperazin-1-yl)hexyl)-2-fluorobenzamide C(C)C1(C(OCC=2C(N3CC=4C(=NC=5C=CC(=C(C5C4)CN4CCN(CC4)CCCCCCNC(C4=C(C=CC=C4)F)=O)O)C3=CC21)=O)=O)O